NC1=NC(=NN2C1=NC=C2CC=2C=C(C(=NC2)N2CCN(CC2)C(CNC)=O)C)OC(CCC)CCC (4-(5-((4-amino-2-(heptan-4-yloxy)imidazo[2,1-f][1,2,4]triazin-7-yl)methyl)-3-methylpyridin-2-yl)piperazin-1-yl)-2-(methylamino)ethan-1-one